4-(dimethylamino)butyllithium CN(CCCC[Li])C